6-(benzyloxy)-1,4a-dimethyl-2,3,4,9,10,10a-hexahydrophenanthrene-1-carboxylate C(C1=CC=CC=C1)OC=1C=C2C3(CCCC(C3CCC2=CC1)(C(=O)[O-])C)C